4-fluoro-3-((trimethylsilyl)ethynyl)aniline FC1=C(C=C(N)C=C1)C#C[Si](C)(C)C